CN1N=C(C=C1C(=O)NC1(CC1)C=1C=CC(=NC1C)C1=CC(=NC=C1)C(F)(F)F)C(F)(F)F 1-methyl-N-(1-(6-methyl-2'-(trifluoromethyl)-[2,4'-bipyridin]-5-yl)cyclopropyl)-3-(trifluoromethyl)-1H-pyrazole-5-carboxamide